7-((4-(2-fluoro-6-(methylcarbamoyl)pyridin-3-yl)piperazin-1-yl)methyl)-3-chloro-2-methylpyrazolo[1,5-a]quinoxalin-4(5H)-one FC1=NC(=CC=C1N1CCN(CC1)CC=1C=C2NC(C=3N(C2=CC1)N=C(C3Cl)C)=O)C(NC)=O